3,2,5-trimethyl-2,5-bis(benzoylperoxy)hexane ethyl-2-(6-methoxy-1-methyl-1,2,3,4-tetrahydroisoquinolin-1-yl)acetate C(C)OC(CC1(NCCC2=CC(=CC=C12)OC)C)=O.CC(C(C)(OOC(C1=CC=CC=C1)=O)C)CC(C)(OOC(C1=CC=CC=C1)=O)C